NC1=C2N=CN(C2=NC=N1)[C@H]1[C@@H]([C@@H]([C@H](O1)C(=O)NCCCNCCC1=CC2=CC=CC=C2C=C1)O)O (2S,3S,4R,5R)-5-(6-amino-9H-purin-9-yl)-3,4-dihydroxy-N-(3-((2-(naphthalen-2-yl)ethyl)amino)propyl)tetrahydrofuran-2-carboxamide